3-methyl-3-(octoxymethyl)oxetane CC1(COC1)COCCCCCCCC